CC=1C=C(OC2=CC=CC(=N2)N2C(N[C@](C2=O)(C)CC)=O)C=CC1C (5R)-3-[6-(3,4-dimethylphenoxy)-2-pyridyl]-5-ethyl-5-methylimidazolidine-2,4-dione